(S)-(tetrahydrofuran-2-yl)methanamine O1[C@@H](CCC1)CN